trans-1-chloro-4-(4-(trifluoromethyl)cyclohexyl)phthalazine ClC1=NN=C(C2=CC=CC=C12)[C@@H]1CC[C@H](CC1)C(F)(F)F